tert-butyl N-[2-[2-[2-[4-[[2-(2,6-dioxo-3-piperidyl)-1-oxo-isoindolin-5-yl]amino]-1-piperidyl]ethoxy]ethoxy]ethyl]carbamate O=C1NC(CCC1N1C(C2=CC=C(C=C2C1)NC1CCN(CC1)CCOCCOCCNC(OC(C)(C)C)=O)=O)=O